(S)-5-(4-(bis(4-methoxybenzyl)amino)-2-oxo-2,3-dihydro-1H-imidazo[4,5-c]pyridin-1-yl)-3,3-difluoropiperidine-1-carboxylic acid tert-butyl ester C(C)(C)(C)OC(=O)N1CC(C[C@@H](C1)N1C(NC=2C(=NC=CC21)N(CC2=CC=C(C=C2)OC)CC2=CC=C(C=C2)OC)=O)(F)F